C([O-])([O-])=O.[K+].[Sc+3].C([O-])([O-])=O scandium-potassium carbonate